6-propynyloxy-4-methylcoumarin C(#CC)OC=1C=C2C(=CC(OC2=CC1)=O)C